N1(C=NC2=C1C=CC=C2)C2C(=C(C(CC2)(C)C)/C=C/C(=C/C=C/C(=C\C(SC2=CC=C(C=C2)C)=O)/C)/C)C (2Z,4E,6E,8E)-S-p-tolyl 9-(3-(1H-benzo[d]imidazol-1-yl)-2,6,6-trimethylcyclohex-1-en-1-yl)-3,7-dimethylnona-2,4,6,8-tetraenethioate